4-[4-[4-[4-amino-3-(4-phenoxyphenyl)pyrazolo[3,4-d]pyrimidin-1-yl]-1-piperidyl]pyrazol-1-yl]piperidine-1-carboxylate NC1=C2C(=NC=N1)N(N=C2C2=CC=C(C=C2)OC2=CC=CC=C2)C2CCN(CC2)C=2C=NN(C2)C2CCN(CC2)C(=O)[O-]